C(C)C1(COC1)COCCC[Si](OCC)(OCC)OCC 3-[(3-ethyl-3-oxetanyl)methoxy]propyltriethoxysilane